BrC1=CC(=C(C=C1)P(=O)(Cl)Cl)F (4-bromo-2-fluorophenyl)phosphonic Dichloride